(R)-4-((4'-chloro-5,5-dimethyl-3,4,5,6-tetrahydro-[1,1'-biphenyl]-2-yl)methyl)-2-methylpiperazin-1-benzamide ClC1=CC=C(C=C1)C1=C(CCC(C1)(C)C)CN1C[C@H](N(CC1)C1=CC=CC=C1C(=O)N)C